BrC=1C=CC(=C(C=O)C1)OCC(F)F 5-bromo-2-(2,2-difluoroethoxy)benzaldehyde